mono-oxy ether O=O